2,6-bis(octylthio)o-cresol C(CCCCCCC)SC1(CC=CC(=C1O)SCCCCCCCC)C